rac-(2R,3S)-5-cyclopentyl-3-(3,3-difluorobutyl)-2-fluoro-8-hydroxy-7-(trifluoromethyl)-2,3,4,5-tetrahydrobenzo[b][1,4]thiazepine 1,1-dioxide C1(CCCC1)N1C2=C(S([C@H]([C@H](C1)CCC(C)(F)F)F)(=O)=O)C=C(C(=C2)C(F)(F)F)O |r|